4-(6-(3,8-diazabicyclo[3.2.1]oct-8-yl)pyridin-3-yl)-6-(1-methyl-1H-pyrazol-4-yl)pyrazolo[1,5-a]pyridine-3-carbonitrile C12CNCC(CC1)N2C2=CC=C(C=N2)C=2C=1N(C=C(C2)C=2C=NN(C2)C)N=CC1C#N